Racemic-(2S,3S)-1-methyl-5-oxo-2-(pyridin-3-yl)pyrrolidine-3-carboxylic acid CN1[C@@H]([C@H](CC1=O)C(=O)O)C=1C=NC=CC1 |r|